CC1=C(C=CC(=N1)N)N1CCN(CC1)C 6-methyl-5-(4-methylpiperazin-1-yl)pyridin-2-amine